(+/-)-methyl alpha-bromophenylacetate COC(=O)C(C1=CC=CC=C1)Br